FC1=CC=C(C=C1)C1=C(C=2N(C(=N1)N)C=NN2)C2=CC(=NC(=C2)C(F)(F)F)C 7-(4-fluorophenyl)-8-(2-methyl-6-(trifluoromethyl)pyridin-4-yl)-[1,2,4]triazolo[4,3-c]pyrimidin-5-amine